2-[4,6-bis(2,4-dimethylphenyl)-1,3,5-triazin-2-yl]-5-[3-(2-ethylhexyl-oxy)-2-hydroxypropoxy]phenol CC1=C(C=CC(=C1)C)C1=NC(=NC(=N1)C1=C(C=C(C=C1)C)C)C1=C(C=C(C=C1)OCC(COCC(CCCC)CC)O)O